Dichloro(3-phenyl-1H-inden-1-ylidene)bis(tricyclohexylphosphine) ruthenium (II) [Ru+2].ClP(C1(C=C(C2=CC=CC=C12)C1=CC=CC=C1)P(C1CCCCC1)(C1CCCCC1)(C1CCCCC1)Cl)(C1CCCCC1)(C1CCCCC1)C1CCCCC1